((2R,5R)-5-methylpiperazin-2-yl)methanol (S)-methyl-2-((4-(6-fluoropyridin-2-yl)6-oxopyridazin-1(6H)-yl)methyl)-1-(oxetan-2-ylmethyl)-1H-thieno[2,3-d]imidazole-5-carboxylate CC1=C(SC=2N=C(N(C21)C[C@H]2OCC2)CN2N=CC(=CC2=O)C2=NC(=CC=C2)F)C(=O)OC[C@@H]2NC[C@H](NC2)C